S1C=[NH+]C=2C=NC=CC21 thiazolo[4,5-c]pyridinium